tert-butyl-piperazine C(C)(C)(C)N1CCNCC1